C(CCCCCCC)OC(CS(=O)(=O)C1=CC=CC=C1)=O 2-(phenylsulfonyl)acetic acid octyl ester